ClC1=CC=C(N=N1)N1CC2(C1)C[C@@H](CC2)N2CCC(CC2)C2=C(C=CC=C2)OCCOC (R)-2-(6-chloropyridazin-3-yl)-6-(4-(2-(2-methoxyethoxy)phenyl)piperidin-1-yl)-2-azaspiro[3.4]octane